FC1=C(C=C(C=C1)OC)C1=NC=2C=CNC(C2C(=C1)NC1=NC=C(C=C1)N1CCC(CC1)O)=O 2-(2-fluoro-5-methoxyphenyl)-4-((5-(4-hydroxypiperidin-1-yl)pyridin-2-yl)amino)-1,6-naphthyridin-5(6H)-one